FC1(CCN(CC1)C=1OC2=CC=C(C=C2C(C1C)=O)C)F 2-(4,4-difluoro-1-piperidyl)-3,6-dimethyl-chromen-4-one